C(C)(=O)N1C[C@@H](CC1)OC=1C=CC(=NC1)NC([C@H](C1=CC=CC=C1)NCCC1=CC=C(C=C1)C#N)=O (S,R)-N-(5-((1-acetylpyrrolidin-3-yl)oxy)pyridin-2-yl)-2-((4-cyanophenEthyl)amino)-2-phenylacetamide